FC(S(=O)(=O)OC=1C=C2CCCC3(SCCS3)C2=CC1)(F)F 3,4-dihydro-2H-spiro[naphthalene-1,2'-[1,3]dithiolan]-6-yl trifluoromethanesulfonate